(1R,2S,3S,4R,5S)-N-(3,4-dichlorophenyl)-5-fluoro-3-(2-methylpyridin-4-yl)-7-Oxabicyclo[2.2.1]Heptane-2-carboxamide ClC=1C=C(C=CC1Cl)NC(=O)[C@@H]1[C@H]2C[C@@H]([C@@H]([C@@H]1C1=CC(=NC=C1)C)O2)F